ethyl (3-(4-morpholinothieno[3,2-d]pyrimidin-2-yl) phenyl) carbonate C(OCC)(OC1=CC(=CC=C1)C=1N=C(C2=C(N1)C=CS2)N2CCOCC2)=O